3-chloro-5-(2-chloro-3,5-dimethoxyphenyl)-4-(2-chloro-4-fluorophenyl)-1-(difluoromethoxy)-2(1H)-pyridinone ClC=1C(N(C=C(C1C1=C(C=C(C=C1)F)Cl)C1=C(C(=CC(=C1)OC)OC)Cl)OC(F)F)=O